2-(1-(7-chloro-[1,2,4]triazolo[4,3-a]quinazolin-5-yl)piperidin-4-yl)-5-methylbenzo[d]oxazole ClC=1C=C2C(=NC=3N(C2=CC1)C=NN3)N3CCC(CC3)C=3OC1=C(N3)C=C(C=C1)C